COC[C@H](C)NC(=O)C1=CC2=CC=CC(=C2C=C1)OC1=CC=C(C=C1)C(F)(F)F (S)-N-(1-methoxypropane-2-yl)-5-(4-(trifluoromethyl)phenoxy)-2-naphthamide